(7R)-7-phenyl-N-[(3S)-5-methyl-4-oxo-2,3-dihydro-1,5-benzoxazepin-3-yl]-6,7-dihydro-5H-pyrrolo[1,2-b][1,2,4]triazole-2-carboxamide C1(=CC=CC=C1)[C@H]1CCN2N=C(N=C21)C(=O)N[C@H]2COC1=C(N(C2=O)C)C=CC=C1